BrC1=CC=C(C=C1)NC(=O)C1=CC=C(C=C1)C1=CC=C(C=C1)C(=O)O 4'-[(4-bromophenyl)carbamoyl]-[1,1'-biphenyl]-4-carboxylic acid